trihexyl-2-acetoxypropane-1,2,3-tricarboxylic Acid C(CCCCC)C(C(C(C(=O)O)(CCCCCC)CCCCCC)(C(=O)O)OC(C)=O)C(=O)O